N-(p-isopropylphenyl)isoquinolinium C(C)(C)C1=CC=C(C=C1)[N+]1=CC2=CC=CC=C2C=C1